3-fluoroazepane hydrochloride Cl.FC1CNCCCC1